C(C)(=O)N1CC(CCC1)N(C(=O)NCC=1NC2=CC(=C(C=C2C1)Cl)OCC1=NOC=C1)C 1-(1-acetylpiperidin-3-yl)-3-({5-chloro-6-[(1,2-oxazol-3-yl)methoxy]-1H-indol-2-yl}methyl)-1-methylurea